3-(5-((4-(5-methylthiophen-3-yl)piperidin-1-yl)methyl)-1-oxoisoindolin-2-yl)piperidine-2,6-dione CC1=CC(=CS1)C1CCN(CC1)CC=1C=C2CN(C(C2=CC1)=O)C1C(NC(CC1)=O)=O